4-(methoxymethylene)pyrrolidine-1,2-dicarboxylate COC=C1CC(N(C1)C(=O)[O-])C(=O)[O-]